CC(COC(C(CCC)C)=O)CCC 2-METHYLPENTYL-2-METHYLPENTANOATE